C(C)OC(=O)[C@H]1C[C@H](CCC1)C(NC1=NC=C(C(=C1)I)C)=O (1R,3S)-3-[(4-iodo-5-methyl-2-pyridinyl)carbamoyl]Cyclohexanecarboxylic acid ethyl ester